C(N)(=O)C=1C=C(C=CC1F)NC(C1=C(C(=CC=C1OC1=C(C=C(C=C1)OC(F)(F)F)OCCCCCCCCCCCCCC)OC(F)(F)F)F)=O N-(3-carbamoyl-4-fluoro-phenyl)-2-fluoro-6-[2-(tridecylmethoxy)-4-(trifluoromethoxy)phenoxy]-3-(trifluoromethoxy)benzamide